2-((3-fluoro-2-methoxy-5-(3-methyl-1,2,4-thiadiazol-5-yl)phenyl)amino)-1-(5-fluoro-6-methoxy-1H-indol-3-yl)ethan-1-one FC=1C(=C(C=C(C1)C1=NC(=NS1)C)NCC(=O)C1=CNC2=CC(=C(C=C12)F)OC)OC